COC1CCC(CC1)CC1CCC(N1C(=O)[O-])C(=O)[O-] 5-(((1r,4R)-4-methoxycyclohexyl)methyl)pyrrolidine-1,2-dicarboxylate